3-((6-fluoroquinolin-4-yl)amino)-N-(6-(pyridin-4-ylamino)pyridin-2-yl)benzamide FC=1C=C2C(=CC=NC2=CC1)NC=1C=C(C(=O)NC2=NC(=CC=C2)NC2=CC=NC=C2)C=CC1